C1(=CC=CC=C1)OC(CCCC)=O phenylvalerate